Chloro-N-cyclopropyl-2-methoxy-1H-imidazole-1-carboxamide ClC=1N=C(N(C1)C(=O)NC1CC1)OC